2-(6-amino-5-(8-(2-(morpholin-2-ylethynyl)pyridin-4-yl)-3,8-diazabicyclo[3.2.1]octan-3-yl)pyridazin-3-yl)phenol NC1=C(C=C(N=N1)C1=C(C=CC=C1)O)N1CC2CCC(C1)N2C2=CC(=NC=C2)C#CC2CNCCO2